ethyl 3-(2-(1-methylpiperidine-4-carboxamido)thiazol-5-yl)cyclobutane-1-carboxylate CN1CCC(CC1)C(=O)NC=1SC(=CN1)C1CC(C1)C(=O)OCC